5-Chloro-6-((7-methyl-6-azaspiro[3.4]octan-6-yl)sulfonyl)benzo[d]oxazol-2(3H)-one ClC=1C(=CC2=C(NC(O2)=O)C1)S(=O)(=O)N1CC2(CCC2)CC1C